C(C)(=O)OCC(O)CO glyceryl acetate